3-(METHOXYCARBAMOYL)PHENYLBORONIC ACID CONC(=O)C=1C=C(C=CC1)B(O)O